COC=1C=C(C(=CC1)OC)C1=C(C=C(C=C1OC(C)C)OC(C)C)OC(C)C 3,6-dimethoxy-2',4',6'-triisopropoxy-1,1'-biphenyl